CN1CCN(CC1)CCCOC(=O)OC(C(=O)OCCCCCCCC\C=C/CCCCCCCC)C(=O)OCCCCCCCC\C=C/CCCCCCCC di((Z)-octadec-9-en-1-yl) 2-(((3-(4-methylpiperazin-1-yl)propoxy)carbonyl)oxy)-malonate